BrC1=C(C=NN(C1=O)C)N[C@@H]1C[C@@H](CN(C1)C)C1=CC=C(C(=O)N2CCN(CC2)C2CCC(CC2)N2C(NC(CC2)=O)=O)C=C1 1-[4-[4-[4-[(3R,5R)-5-[(5-bromo-1-methyl-6-oxo-pyridazin-4-yl)amino]-1-methyl-3-piperidyl]benzoyl]piperazin-1-yl]cyclohexyl]hexahydropyrimidine-2,4-dione